(R)-4-(difluoromethyl)-2-(3-((4-methyl-4H-1,2,4-triazol-3-yl)(oxetan-3-yl)methyl)phenyl)-6-(((1-methylcyclobutyl)amino)methyl)isoindolin-1-one FC(C1=C2CN(C(C2=CC(=C1)CNC1(CCC1)C)=O)C1=CC(=CC=C1)[C@@H](C1COC1)C1=NN=CN1C)F